NC1=C2C(=NC=N1)N(N=C2Br)C2CCN(CC2)C(=O)OC(C)(C)C tert-butyl 4-(4-amino-3-bromo-1H-pyrazolo[3,4-d]pyrimidin-1-yl)piperidine-1-carboxylate